((2-(4-(3-(aminomethyl)phenyl)piperidine-1-carbonyl)-1H-indol-5-yl)(hydroxy)boryl)holmium NCC=1C=C(C=CC1)C1CCN(CC1)C(=O)C=1NC2=CC=C(C=C2C1)B(O)[Ho]